TRIFORMYLMETHANE C(=O)C(C=O)C=O